C1(=CC=CC=C1)P(CCCN)C1=CC=CC=C1 3-(diphenylphosphino)-1-propylamine